N1=CN=C2N1C=C(C=N2)C(=O)O [1,2,4]Triazolo[1,5-a]pyrimidine-6-carboxylic acid